C(C)(C)(C)OC(=O)NCCOCCN N-t-butoxycarbonyl-2-(2-aminoethoxy)ethylamine